N-(3-fluoro-4-{[2-(5-{[(2-methoxyethyl)amino]methyl}pyridin-2-yl)thieno[3,2-b]pyridin-7-yl]oxy}phenyl)-2-(4-fluorophenyl)-5-methyl-3-oxo-2,3-dihydropyridazine-4-carboxamide FC=1C=C(C=CC1OC1=C2C(=NC=C1)C=C(S2)C2=NC=C(C=C2)CNCCOC)NC(=O)C=2C(N(N=CC2C)C2=CC=C(C=C2)F)=O